[Te+]1=CC=CC=C1 tellurinium